ClC1=C(C(=C(C(=C1C(=O)N)Cl)C(=O)N)Cl)Cl tetrachloroisophthalamide